NC(C(=O)O)C(C(F)(F)F)NC(=N)N 2-amino-3-guanidino-4,4,4-trifluorobutanoic acid